3-(5-(((1S,2R)-2-(3-(5-chloropyrimidin-2-yl)azetidin-1-yl)cyclohexyl)oxy)-1-oxoisoindolin-2-yl)piperidine-2,6-dione ClC=1C=NC(=NC1)C1CN(C1)[C@H]1[C@H](CCCC1)OC=1C=C2CN(C(C2=CC1)=O)C1C(NC(CC1)=O)=O